(3-(4-fluorophenoxy)phenyl)hydrazine FC1=CC=C(OC=2C=C(C=CC2)NN)C=C1